C1(=CC=CC=C1)S(=O)(=O)N1C=CC=2C1=NC=C1C2N(C(=N1)C(F)(F)F)C=1C=NN(C1)CCC#N 3-(4-(6-(benzenesulfonyl)-2-(trifluoromethyl)imidazo[4,5-d]Pyrrolo[2,3-b]Pyridin-1(6H)-yl)-1H-pyrazol-1-yl)propionitrile